CC=1C=C(C=C(C1)C)C1=C2C=C(C(C2=C(C=2CCCC12)C1=CC(=CC(=C1)C)C)[Si](C)(C)C1C(=CC2=C(C(=C(C=C12)C(C)(C)C)OC)C1=CC(=CC(=C1)C(C)(C)C)C(C)(C)C)C)C [4,8-bis(3,5-dimethylphenyl)-2-methyl-1,5,6,7-tetrahydro-s-indacen-1-yl][6-tert-butyl-4-(3,5-di-tert-butylphenyl)-5-methoxy-2-methyl-1H-inden-1-yl]Dimethylsilane